CC(C)([Si](OCCO[Si](C(C)(C)C)(C)C)(C)C)C 2,2,3,3,8,8,9,9-octamethyl-4,7-dioxa-3,8-disiladecane